(R)-N-(4-cyclobutyl-1-methyl-5-(4-(trifluoromethoxy)phenyl)-1H-pyrazol-3-yl)-2,2-difluoro-3,3-dimethylcyclopropane-1-carboxamide C1(CCC1)C=1C(=NN(C1C1=CC=C(C=C1)OC(F)(F)F)C)NC(=O)[C@@H]1C(C1(C)C)(F)F